(2-Aminoethyl)triethoxy-silan NCC[Si](OCC)(OCC)OCC